NC1C(CN(C1)CC1(CC1)O)(F)F 1-[(4-amino-3,3-difluoropyrrolidin-1-yl)methyl]cyclopropan-1-ol